3-(2-(3-carbamoyl-1H-indazol-1-yl)-N-(2-((3-chloro-2-fluorophenylmethyl)amino)-2-oxoethyl)acetamido)azetidine-1-carboxylic acid tert-butyl ester C(C)(C)(C)OC(=O)N1CC(C1)N(C(CN1N=C(C2=CC=CC=C12)C(N)=O)=O)CC(=O)NCC1=C(C(=CC=C1)Cl)F